FC1(C(C1)C1=CC=C(COC2C(C3C(OC(OC3)(C)C)O2)[C@H]2OC(OC2)(C)C)C=C1)F 6-((4-(2,2-difluorocyclopropyl)benzyl)oxy)-5-((R)-2,2-dimethyl-1,3-dioxolan-4-yl)-2,2-dimethyltetrahydrofurano[2,3-d][1,3]dioxan